(2S,3S)-3-methyl-1-trityl-aziridine-2-carboxylic acid methyl ester COC(=O)[C@H]1N([C@H]1C)C(C1=CC=CC=C1)(C1=CC=CC=C1)C1=CC=CC=C1